CS(=O)(=O)C1=NC=CC=C1NC(=O)C=1C=NC=CC1C N-(2-methanesulfonylpyridin-3-yl)-4-methylpyridine-3-carboxamide